2-bromo-5-fluoro-N-[(3R)-5-nitro-3-(oxan-4-yl)-3,4-dihydro-2H-1,4-benzoxazin-7-ylsulfonyl]-6-{2-oxo-7-azaspiro[3.5]nonan-7-yl}pyridine-3-carboxamide BrC1=NC(=C(C=C1C(=O)NS(=O)(=O)C1=CC2=C(N[C@@H](CO2)C2CCOCC2)C(=C1)[N+](=O)[O-])F)N1CCC2(CC(C2)=O)CC1